COC1=C(CN(S(=O)(=O)C2=NC=CC(=C2)NC(C2=C(N=C(C(=C2)C(F)(F)F)C)N2CCC(CCC2)(F)F)=O)CC2=C(C=C(C=C2)OC)OC)C=CC(=C1)OC N-(2-(N,N-bis(2,4-dimethoxybenzyl)sulfamoyl)pyridin-4-yl)-2-(4,4-difluoroazepan-1-yl)-6-methyl-5-(trifluoromethyl)nicotinamide